4-isopropyl-N-((1s,4s)-4-(isopropylamino)cyclohexyl)-5-(8-methyl-[1,2,4]triazolo[1,5-a]pyridin-6-yl)-1H-pyrazole-3-carboxamide C(C)(C)C=1C(=NNC1C=1C=C(C=2N(C1)N=CN2)C)C(=O)NC2CCC(CC2)NC(C)C